S(=O)(=O)([O-])[O-].C(=C)[NH-] vinylamide sulfate